N1C=NC=2N=CNC2C1=O 1,7-Dihydro-Purin-6-One